(S)-1-(4-((1-methyl-1H-indol-5-yl)carbamoyl)benzyl)-N-(4-((1,2,3,4-tetrahydroacridin-9-yl)amino)butyl)pyrrolidine-3-carboxamide CN1C=CC2=CC(=CC=C12)NC(=O)C1=CC=C(CN2C[C@H](CC2)C(=O)NCCCCNC=2C3=CC=CC=C3N=C3CCCCC23)C=C1